6-[[5-[(6-cyano-4-methyl-3-pyridyl)oxy]-3-methyl-imidazo[4,5-b]pyridin-7-yl]amino]-N,N-dimethyl-pyridine-3-carboxamide C(#N)C1=CC(=C(C=N1)OC1=CC(=C2C(=N1)N(C=N2)C)NC2=CC=C(C=N2)C(=O)N(C)C)C